1,4-diphenylaminobenzene C1(=CC=CC=C1)NC1=CC=C(C=C1)NC1=CC=CC=C1